4-[benzyl(methyl)amino]piperidin-2-one C(C1=CC=CC=C1)N(C1CC(NCC1)=O)C